ClC1=CC(=C(CN2CC3(CC2)CCN(CC3)C(=O)N3N=C(C=C3)C(=O)O)C=C1)N1CCCC1 1-(2-(4-chloro-2-(pyrrolidin-1-yl)benzyl)-2,8-diazaspiro[4.5]-decane-8-carbonyl)-1H-pyrazole-3-carboxylic acid